5-chloro-2-[(3S)-3-(methoxymethyl)pyrrolidine-1-carbonyl]-7,8-dihydro-6H-spiro[[1,3]oxazolo[5,4-f]quinazoline-9,1'-cyclohexane]-7-one ClC=1C=C2C(=C3C1NC(NC31CCCCC1)=O)OC(=N2)C(=O)N2C[C@H](CC2)COC